FC1=C(C=CC(=C1)F)N1N=C(N=C1)C(=O)N1CC2=CC=CC=C2C(C1)C=1C=NN(C1C)C [1-(2,4-difluorophenyl)-1,2,4-triazol-3-yl]-[4-(1,5-dimethylpyrazol-4-yl)-3,4-dihydro-1H-isoquinolin-2-yl]methanone